ClC=1C=CC(=C(C(=O)N[C@H](C(C(=O)NC2CC2)=O)C[C@H]2C(N[C@@H](C2)C)=O)C1)NC(C(C)C)=O 5-chloro-N-[(1S)-3-(cyclopropylamino)-1-[[(3S,5R)-5-methyl-2-oxo-pyrrolidin-3-yl]methyl]-2,3-dioxo-propyl]-2-(2-methylpropanoylamino)benzamide